2-(4-chloro-3-fluorophenoxy)-N-(3-{2-[(2-ethyl-6-methylpyridin-3-yl)oxy]acetamido}bicyclo[1.1.1]pentan-1-yl)acetamide ClC1=C(C=C(OCC(=O)NC23CC(C2)(C3)NC(COC=3C(=NC(=CC3)C)CC)=O)C=C1)F